4-chloro-1-(2,4-difluorophenyl)pyrazolo[3,4-d]pyrimidine-6-carbaldehyde ClC1=C2C(=NC(=N1)C=O)N(N=C2)C2=C(C=C(C=C2)F)F